C(C)C1=CC=C(S1)CN(CC1=CC=C(C=C1)CNCC1=NC=CC=C1)C1CCCCC=2C1=NC=CC2 N-(5-ethylthiophene-2-ylmethyl)-N'-(2-pyridinylmethyl)-N-(6,7,8,9-tetrahydro-5H-cyclohepta[b]pyridin-9-yl)-1,4-benzenedimethanamine